calcium pantothenate (pantothenate) C(CCNC([C@H](O)C(C)(C)CO)=O)(=O)[O-].C(CCNC([C@H](O)C(C)(C)CO)=O)(=O)[O-].[Ca+2]